O1CCN(CC1)C1=NC(=C2C=C(C=NC2=C1)NS(=O)(=O)C)OC1CCC(CC1)C1=NC=CN=C1 N-[7-morpholino-5-(4-pyrazin-2-ylcyclohexoxy)-1,6-naphthyridin-3-yl]methanesulfonamide